1-(6-hydroxy-2,3-dihydro-1H-inden-5-yl)ethan-1-one OC1=C(C=C2CCCC2=C1)C(C)=O